C(CCCCC=CCCCC)(=O)O 6-undecenoic acid